CC1CCC2=C(SC=C2C(=O)O)C1 4,5,6,7-tetrahydro-6-methyl-benzo[b]thiophene-3-carboxylic acid